3-ethyl-3-(3-hydroxypropyl)oxymethyl-oxetane tert-Butyl-2-((3-bromo-2-chlorophenyl)carbamoyl)-1-methyl-1,4,6,7-tetrahydro-5H-imidazo[4,5-c]pyridine-5-carboxylate C(C)(C)(C)OC(=O)N1CC2=C(CC1)N(C(=N2)C(NC2=C(C(=CC=C2)Br)Cl)=O)C.C(C)C2(COC2)COCCCO